N-methyl-6-(3'-methylbiphenyl-2-yloxy)-3-nitropyridin-2-amine CNC1=NC(=CC=C1[N+](=O)[O-])OC1=C(C=CC=C1)C1=CC(=CC=C1)C